tert-butyl 3-(2-(3,4-dimethoxyphenyl)-5,6,7,8-tetrahydro-[1,2,4]triazolo[1,5-a]pyridin-6-yl)-8-azabicyclo[3.2.1]octane-8-carboxylate COC=1C=C(C=CC1OC)C1=NN2C(CCC(C2)C2CC3CCC(C2)N3C(=O)OC(C)(C)C)=N1